6-(4-chloro-2-fluorobenzamido)pyridine-2-carboxylic acid ClC1=CC(=C(C(=O)NC2=CC=CC(=N2)C(=O)O)C=C1)F